3-pyridinylmethyl [[4-[[(2-aminophenyl)amino]carbonyl]phenyl]methyl]carbamate NC1=C(C=CC=C1)NC(=O)C1=CC=C(C=C1)CNC(OCC=1C=NC=CC1)=O